5-(4-fluorophenyl)-8-methoxy-7-(trifluoromethyl)-3-(3,3,3-trifluoropropyl)-2,3,4,5-tetrahydro-1lambda6,2,5-benzothiadiazepine-1,1-dione FC1=CC=C(C=C1)N1CC(NS(C2=C1C=C(C(=C2)OC)C(F)(F)F)(=O)=O)CCC(F)(F)F